C(C1=CC=CC=C1)C(CC)(C(C1=CC=C(C=C1)N1CCOCC1)=O)N(C)C 1-benzyl-1-dimethylamino-1-(4'-morpholinylbenzoyl)propane